BrC1=NNC(=N1)C(CCCO)OC1=CC(=CC=C1)Cl 4-(3-bromo-1H-1,2,4-triazol-5-yl)-4-(3-chlorophenoxy)butan-1-ol